CC1=C(C(=O)P(C2=CC=CC=C2)(C2=CC=CC=C2)=O)C(=CC(=C1)C)C 2,4,6-trimethylbenzoyldiphenylphosphine oxide